((1R,3R,5S)-9-methyl-9-azabicyclo[3.3.1]nonan-3-yl)-5-(trifluoromethyl)-3-azabicyclo[3.1.0]hexane-1-carboxamide CN1[C@H]2CC(C[C@@H]1CCC2)C2C1(CC1(CN2)C(F)(F)F)C(=O)N